(S)-3-(4-(1,6-dimethyl-2-oxo-4-(trifluoromethyl)-1,2-dihydropyridin-3-yl)-3-methylphenyl)-2-(2-fluoro-6-methyl-4-((R)-3-(trifluoromethyl)morpholinyl)benzamido)propanoic acid CN1C(C(=C(C=C1C)C(F)(F)F)C1=C(C=C(C=C1)C[C@@H](C(=O)O)NC(C1=C(C=C(C=C1C)N1[C@H](COCC1)C(F)(F)F)F)=O)C)=O